FC1=C(C=CC(=C1F)F)[C@@H]1NOCC1 (R)-3-(2,3,4-trifluorophenyl)isoxazolidine